4-((5-chloro-4-((2'-methyl-3'-oxospiro[cyclopropane-1,1'-isoindolin]-4'-yl)oxy)pyrimidin-2-yl)amino)-3-methoxy-N-(1-methylpiperidin-4-yl)benzamide ClC=1C(=NC(=NC1)NC1=C(C=C(C(=O)NC2CCN(CC2)C)C=C1)OC)OC1=C2C(N(C3(C2=CC=C1)CC3)C)=O